O1C(N=CC1)=N oxazolinimine